6-(2-(((1r,4r)-4-((2-methoxyethyl)amino)cyclohexyl)amino)-5-methylpyrimidin-4-yl)-3,4-Dihydroisoquinolin COCCNC1CCC(CC1)NC1=NC=C(C(=N1)C=1C=C2CCN=CC2=CC1)C